FC(C1=CC=C(C=C1)N1CCNCC1)(F)F 1-(4-(trifluoromethyl)phenyl)piperazine